FC(C1=NN2C(N=C(C=C2NC[C@H](C2=CC=C(C=C2)F)N2CC3(CN(C3)C(CO)=O)C2)C(F)(F)F)=C1)(F)F (S)-1-(6-(2-((2,5-Bis(trifluoromethyl)pyrazolo[1,5-a]pyrimidin-7-yl)amino)-1-(4-fluorophenyl)ethyl)-2,6-diazaspiro[3.3]heptan-2-yl)-2-hydroxyethan-1-one